(R)-2-((1-(2-(4,4-difluoropiperidin-1-yl)-3,6-dimethyl-4-oxo-3,4-dihydroquinazolin-8-yl)ethyl)amino)-5-fluoro-N-(methylsulfonyl)benzamide FC1(CCN(CC1)C1=NC2=C(C=C(C=C2C(N1C)=O)C)[C@@H](C)NC1=C(C(=O)NS(=O)(=O)C)C=C(C=C1)F)F